[4-(dimethylamino)-1-(4-fluorophenyl)-1-hydroxybutyl]-3-hydroxymethyl-benzonitrile hydrochloride Cl.CN(CCCC(O)(C1=CC=C(C=C1)F)C1=C(C#N)C=CC=C1CO)C